2-{6-Amino-8-[6-(1H-pyrazol-3-yl)-benzo[1,3]dioxol-5-ylsulfanyl]-purin-9-yl}-ethanesulfonic acid amide NC1=C2N=C(N(C2=NC=N1)CCS(=O)(=O)N)SC1=CC2=C(OCO2)C=C1C1=NNC=C1